N-[5-(3-acetylphenyl)-2-methyl-[1,2,4]triazolo[1,5-c]pyrimidin-7-yl]acetamide C(C)(=O)C=1C=C(C=CC1)C1=NC(=CC=2N1N=C(N2)C)NC(C)=O